C(C=C)(=O)N1CC(C1)C(=O)N1CCC(CC1)N1N=CC(=C1)C=1C=C(C=2N(C1)N=CC2C#N)OC 6-(1-(1-(1-acryloylazetidine-3-carbonyl)piperidin-4-yl)-1H-pyrazol-4-yl)-4-methoxypyrazolo[1,5-a]pyridine-3-carbonitrile